COC=1C(=CC=2CC[C@H]3[C@@H]4CC[C@@H]([C@@]4(C)CC[C@@H]3C2C1)O)O (17beta)-2-methoxy-estra-1,3,5(10)-triene-3,17-diol